CN1C(=CC2=CC(=CC=C12)CN)C (1,2-dimethyl-1H-indol-5-yl)methan-amine